ClC1=C(C=CC=C1)C=1C=C2C=CN(C2=CC1)CC=1N=C(OC1)\C=C\C1=CC=C(C=C1)C(F)(F)F (E)-4-((5-(2-chlorophenyl)-1H-indol-1-yl)methyl)-2-(4-(trifluoromethyl)styryl)oxazole